ClC1=C(C(=NN1C)C(F)(F)F)C(=O)N[C@@H](C)C1=CC=C(C(=O)OC)C=C1 methyl (S)-4-(1-(5-chloro-1-methyl-3-(trifluoromethyl)-1H-pyrazole-4-carboxamido)ethyl)benzoate